1-(3-bromo-4-(methoxymethyloxy)phenyl)-4-methylpiperazine BrC=1C=C(C=CC1OCOC)N1CCN(CC1)C